2-[2'-hydroxy-3'-(α,α-dimethyl-benzyl)-5'-(1,1,3,3-tetramethyl-butyl)-phenyl]benzotriazol OC1=C(C=C(C=C1C(C1=CC=CC=C1)(C)C)C(CC(C)(C)C)(C)C)N1N=C2C(=N1)C=CC=C2